3-(3-chloro-5-(furan-3-yl)phenoxy)-1-((4-methyl-5-oxo-4,5-dihydro-1H-1,2,4-triazol-3-yl)methyl)-4-(trifluoromethyl)pyridin-2(1H)-one ClC=1C=C(OC=2C(N(C=CC2C(F)(F)F)CC2=NNC(N2C)=O)=O)C=C(C1)C1=COC=C1